(R)-2-(4-(4-chlorophenyl)-2,3,9-trimethyl-6H-thieno[3,2-f][1,2,4]triazolo[4,3-a][1,4]diazepin-6-yl)-N-hydroxyacetamide ClC1=CC=C(C=C1)C1=N[C@@H](C=2N(C3=C1C(=C(S3)C)C)C(=NN2)C)CC(=O)NO